C(=O)=C1C2CN(C(C1)C2)C(=O)OC(C)(C)C tert-butyl 5-carbonyl-2-azabicyclo[2.2.1]heptane-2-carboxylate